C(C)(=O)C=1C=C(C=C2C(C3=C(OC12)C1=CC=CC=C1CO3)=O)C 11-Acetyl-9-methyl-isochromeno[4,3-b]chromen-7(5H)-one